CC(CCCC(OCCCCC)OC(CCCC(CC(CC(CC(CCC)C)C)C)C)OCCCCC)CC(CC(CC(CCC)C)C)C 4,6,8,10-tetramethyltridecylpentoxymethyl ether